2,2'-[azobis(1-methylethylene)]bis[4,5-dihydro-1H-imidazole] dihydrochloride Cl.Cl.N(=NC(CC=1NCCN1)C)C(CC=1NCCN1)C